ethyl-N-methyl-1H-pyrazole-4-carboxamide C(C)N1N=CC(=C1)C(=O)NC